ethyl-{[4-nitro-1-phenyl-5-(1H-tetrazol-5-yl)-1H-pyrazol-3-yl] sulfanyl} acetate C(C)(=O)OSC1=NN(C(=C1[N+](=O)[O-])C1=NN=NN1CC)C1=CC=CC=C1